4-(4-((1R,5S,8r)-8-(amino-methyl)-3-azabicyclo[3.2.1]-octan-3-yl)-6-chloro-8-fluoro-2-((tetrahydro-1H-pyrrolizin-7a(5H)-yl)meth-oxy)quinazolin-7-yl)-7-fluorobenzo[d]thiazol-2-amine NCC1[C@@H]2CN(C[C@H]1CC2)C2=NC(=NC1=C(C(=C(C=C21)Cl)C2=CC=C(C1=C2N=C(S1)N)F)F)OCC12CCCN2CCC1